FC=1C=C2C=3C(=NNC(C3C1)=O)C(C(N2)C2=CC=C(C=C2)F)N2N=CN=C2C(C)C 5-fluoro-8-(4-fluorophenyl)-9-(5-isopropyl-1H-1,2,4-triazol-1-yl)-8,9-dihydro-2H-pyrido[4,3,2-de]phthalazin-3(7H)-one